4,6-diaminodihydroxyphenol dihydrochloride Cl.Cl.NC1=C(C(=C(C(=C1)N)O)O)O